C(CCCCCCCCCCCCCCCCCCCCC)(=O)[O-].C(CCCCCCCCCCCCCCCCCCCCC)(=O)[O-].[Ca+2] calcium bis(behenate)